cyclohexane-1,2-dicarboxylic acid bis(2-ethylhexyl) ester C(C)C(COC(=O)C1C(CCCC1)C(=O)OCC(CCCC)CC)CCCC